glucopyranosyl α-D-glucopyranoside dihydrate O.O.O([C@@H]1[C@H](O)[C@@H](O)[C@H](O)[C@H](O1)CO)C1[C@H](O)[C@@H](O)[C@H](O)[C@H](O1)CO